C(C)(C)(C)OC(=O)N(C(OC(C)(C)C)=O)C1=CC(=CC(=C1)C(F)(F)F)N=C=O tert-Butyl (tert-butoxycarbonyl)(3-isocyanato-5-(trifluoromethyl)phenyl)-Carbamate